COC(C1=C(C=C(C=C1)C#C)C(F)F)=O (difluoromethyl)-4-ethynyl-benzoic acid methyl ester